N1(C=NC=C1)CCCNC1=CC=CC(=N1)NC=1SC(=CN1)C(=O)NC=1C=C2C=NN(C2=CC1)CC1=CC=CC=C1 2-[(6-{[3-(1H-imidazol-1-yl)propyl]amino}pyridin-2-yl)amino]-N-[1-(phenylmethyl)-1H-indazol-5-yl]-1,3-thiazole-5-carboxamide